FC=1C(=NC(=CC1C(F)(F)F)NCC1(CCC1)F)N1C(N(C=C1)CC=1C=NN(C1)C(C)C)=O 1-[3-fluoro-6-{[(1-fluorocyclobutyl)methyl]amino}-4-(trifluoromethyl)pyridin-2-yl]-3-{[1-(propan-2-yl)-1H-pyrazol-4-yl]methyl}-1,3-dihydro-2H-imidazol-2-one